C(#C)C=1C=CC(=NC1)C(=O)N1CC2(C1)CC(C2)N(C=2C1=C(N=CN2)NC=C1)C (5-ethynylpyridin-2-yl)(6-(methyl(7H-pyrrolo[2,3-d]pyrimidin-4-yl)amino)-2-azaspiro[3.3]heptan-2-yl)methanon